6-(2-aminopropoxy)-4-fluoropicolinic acid NC(COC1=CC(=CC(=N1)C(=O)O)F)C